S-(1-isopropyl-4-methylcyclohex-3-en-1-yl)cysteine C(C)(C)C1(CC=C(CC1)C)SC[C@H](N)C(=O)O